BrC=1C(=NC=C(C1C)Cl)OC1=C(C=C(C=C1)F)C 3-Bromo-5-chloro-2-(4-fluoro-2-methyl-phenoxy)-4-methyl-pyridine